N-[(4S)-chroman-4-yl]-8-(3,5-dichlorophenyl)-4-(4-methylpiperazin-1-yl)-1,7-naphthyridine-3-carboxamide O1CC[C@@H](C2=CC=CC=C12)NC(=O)C=1C=NC2=C(N=CC=C2C1N1CCN(CC1)C)C1=CC(=CC(=C1)Cl)Cl